OC12CC(C(CC1)O2)C2=CC(=CC=C2)C(F)(F)F hydroxy-3-(3-(trifluoromethyl)phenyl)-7-oxabicyclo[2.2.1]heptane